3-[4-(5-phenyl-5,10-dihydrophenazin-10-yl)phenyl]-4,6-diphenyl-1,3,5-triazine C1(=CC=CC=C1)N1C=2C=CC=CC2N(C2=CC=CC=C12)C1=CC=C(C=C1)N1CN=C(N=C1C1=CC=CC=C1)C1=CC=CC=C1